3-(3,5-dihydroxyphenyl)-6-hydroxy-4-benzofurancarboxylic acid 2-phenylethyl ester C1(=CC=CC=C1)CCOC(=O)C=1C=C(C=C2C1C(=CO2)C2=CC(=CC(=C2)O)O)O